ClC=1C(=C(C=CC1C(F)(F)F)N1CCC(C2=CC(=CC(=C12)C#N)F)F)C#N 1-[3-chloro-2-cyano-4-(trifluoromethyl)phenyl]-4,6-difluoro-3,4-dihydro-2H-quinoline-8-carbonitrile